3-(3-((4-fluoro-2,2-dioxido-1,3-dihydrobenzo[c]thiophen-5-yl)amino)-1H-pyrazol-5-yl)cyclopentyl ((1r,4r)-4-hydroxycyclohexyl)carbamate OC1CCC(CC1)NC(OC1CC(CC1)C1=CC(=NN1)NC1=C(C2=C(CS(C2)(=O)=O)C=C1)F)=O